2-fluoro-4-(3-(3-fluoro-4-methoxy-phenyl)-4-hydroxy-6-(piperidin-4-yl-amino)pyridin-2-yl)benzonitrile FC1=C(C#N)C=CC(=C1)C1=NC(=CC(=C1C1=CC(=C(C=C1)OC)F)O)NC1CCNCC1